tert-butyl (R)-2-(((4-(2-(cyclopropanecarboxamido)pyrazolo[1,5-a]pyridin-5-yl)-6-methylpyridin-3-yl)oxy)methyl)azetidine-1-carboxylate C1(CC1)C(=O)NC1=NN2C(C=C(C=C2)C2=C(C=NC(=C2)C)OC[C@@H]2N(CC2)C(=O)OC(C)(C)C)=C1